(1-(4-(cyanomethyl)-1-(2-(trifluoromethyl)benzoyl)piperidin-4-yl)-1H-pyrazol-4-yl)boronic acid C(#N)CC1(CCN(CC1)C(C1=C(C=CC=C1)C(F)(F)F)=O)N1N=CC(=C1)B(O)O